mannose sodium salt [Na].O=C[C@@H](O)[C@@H](O)[C@H](O)[C@H](O)CO